tert-butyl 5-[6-(2-methoxy-4,6-dimethyl-phenyl)pyrido[2,3-b]pyrazin-3-yl]-3,6-dihydro-2H-pyridine-1-carboxylate COC1=C(C(=CC(=C1)C)C)C=1C=CC=2C(=NC(=CN2)C2=CCCN(C2)C(=O)OC(C)(C)C)N1